C(CCC)C1=NC2(C(N1CC1=CC(=C(C=C1)C1=C(C=CC=C1)S(NC1=NOC(=C1Cl)C)(=O)=O)CC(=O)N(CC)CC)=O)CCCC2 2-(4-((2-Butyl-4-oxo-1,3-diazaspiro[4.4]non-1-en-3-yl)methyl)-2'-(N-(4-Chloro-5-methylisoxazol-3-yl)sulfamoyl)-[1,1'-biphenyl]-2-yl)-N,N-diethylacetamide